6-bromo-N-(4-methylbenzyl)-2-(5-methylfuran-2-yl)quinoline-4-carboxamide BrC=1C=C2C(=CC(=NC2=CC1)C=1OC(=CC1)C)C(=O)NCC1=CC=C(C=C1)C